perfluoro-1,3-dimethyl-cyclohexane FC1(C(C(C(C(C1(F)F)(F)F)(F)F)(C(F)(F)F)F)(F)F)C(F)(F)F